C1(CCCCC1)OC(=O)C1=C(NC(=C(C1C=1C2=C(SC1)C=CC=C2)C(C)=O)C)C 5-acetyl-4-(benzo[b]thiophen-3-yl)-2,6-dimethyl-1,4-dihydropyridine-3-carboxylic acid cyclohexyl ester